bromo-4'-(2,4-dimethoxybenzyl)-4',5'-dihydro-3'H-spiro[cyclobutane-1,2'-pyrido[2,3-f][1,4]oxazepine] BrC1C2(OC3=C(CN1CC1=C(C=C(C=C1)OC)OC)N=CC=C3)CCC2